ClC1=CC2=C(N=C(N=C2N[C@H](C)C2=C(C(=CC=C2)C(F)(F)F)C)C)C(=N1)OCC1=CC=C(C=C1)OC 6-chloro-8-[(4-methoxyphenyl)methoxy]-2-methyl-N-{(1R)-1-[2-methyl-3-(trifluoromethyl)phenyl]ethyl}-pyrido[3,4-d]pyrimidin-4-amine